N1C=CC2=NC=CC=C21 1H-pyrrolo[3,2-b]pyridine